4-(4-(3,8-diazabicyclo[3.2.1]octan-3-yl)-8-fluoro-2-((4-methoxytetrahydro-2H-pyran-4-yl)methoxy)-6-(trifluoromethyl)quinazolin-7-yl)-2-amino-7-fluorobenzo[b]thiophene-3-carbonitrile C12CN(CC(CC1)N2)C2=NC(=NC1=C(C(=C(C=C21)C(F)(F)F)C2=CC=C(C=1SC(=C(C12)C#N)N)F)F)OCC1(CCOCC1)OC